O(C=1C(C(=C(N(C1)CCCCCCCCCCCCCCCCCC)C)O)=O)C=1C(C(=C(N(C1)CCCCCCCCCCCCCCCCCC)C)O)=O oxybis(N-octadecyl-2-methyl-3-hydroxypyridin-4-one)